NCC=1C=C(C=CC1)C=1C=C(C2=C(C(=CO2)COC2=C(C=CC=C2)CC(=O)O)C1)Cl 2-(2-((5-(3-(aminomethyl)phenyl)-7-chlorobenzofuran-3-yl)methoxy)phenyl)acetic acid